4-amino-2-chloro-pyrimidin-5-ol NC1=NC(=NC=C1O)Cl